ClCC=1C=C(C=C(C(=O)O)C1)C(=O)O 5-chloromethylisophthalic acid